O[Si](O[Si](O[Si](O[Si](CCCCl)(C)C)(C)C)(C)C)(C)C 1-hydroxy-1,1,3,3,5,5,7,7-octamethyl-7-chloropropyltetrasiloxane